[6-[3-(1-hydroxycyclopropyl)-1,2,4-triazol-1-yl]-2-azaspiro[3.3]heptan-2-yl]-[6-[[1-(2,2,2-trifluoroethyl)triazol-4-yl]methyl]-2-azaspiro[3.3]heptan-2-yl]methanone OC1(CC1)C1=NN(C=N1)C1CC2(CN(C2)C(=O)N2CC3(C2)CC(C3)CC=3N=NN(C3)CC(F)(F)F)C1